2-((1r,4r)-4-(6-(benzenesulfonyl)-2-(2H-1,2,3-triazol-4-yl)imidazo[4,5-d]pyrrolo[2,3-b]pyridin-1(6H)-yl)cyclohexyl)acetonitrile C1(=CC=CC=C1)S(=O)(=O)N1C=CC=2C1=NC=C1C2N(C(=N1)C1=NNN=C1)C1CCC(CC1)CC#N